C(C)(C)(C)C=1SC(=C(N1)C=1C(=C(C=CC1)NS(=O)(=O)C1=C(C=C(C=C1F)CN(C)C)F)F)C1=NC(=NC=C1)NC1CCN(CC1)S(=O)(=O)C N-(3-(2-(tert-butyl)-5-(2-((1-(methylsulfonyl)piperidin-4-yl)amino)pyrimidin-4-yl)thiazol-4-yl)-2-fluorophenyl)-4-((dimethylamino)methyl)-2,6-difluorobenzenesulfonamide